1-(tert-butyl)-6-(phenylsulfonyl)-3,6-dihydroimidazo[4,5-d]pyrrolo[2,3-b]pyridin-2(1H)-one C(C)(C)(C)N1C(NC=2C1=C1C(=NC2)N(C=C1)S(=O)(=O)C1=CC=CC=C1)=O